C(C)(C)C1=NN(C(=C1)C)CC(=O)N1[C@@H](CCC1)C1=C(C(=CC=C1)OC)C 2-(3-Isopropyl-5-methyl-pyrazol-1-yl)-1-[(2S)-2-(3-methoxy-2-methyl-phenyl)pyrrolidin-1-yl]ethanone